(2R)-2-[3-(3-Cyclopropyl-5-methylisoxazol-4-yl)-1,2,4-oxadiazol-5-yl]-1,1-difluoro-6-azaspiro[2.5]octan-6-sulfonamid C1(CC1)C1=NOC(=C1C1=NOC(=N1)[C@@H]1C(C12CCN(CC2)S(=O)(=O)N)(F)F)C